4-amino-N-((5-(3-(pyridin-4-yl)phenyl)-3H-imidazo[4,5-b]pyridin-2-yl)methyl)benzamide NC1=CC=C(C(=O)NCC2=NC=3C(=NC(=CC3)C3=CC(=CC=C3)C3=CC=NC=C3)N2)C=C1